BrC(C(=O)[O-])O 2-Bromoglycolate